FC=1N=C2C(=CC=NC2=CC1OC)C1=C(C=2C(NCCC2N1)=O)I 2-(6-fluoro-7-methoxy-1,5-naphthyridin-4-yl)-3-iodo-1H,5H,6H,7H-pyrrolo[3,2-c]pyridin-4-one